5'-(piperidin-2-yl)spiro[cyclopropane-1,3'-indolin]-2'-one N1C(CCCC1)C=1C=C2C3(C(NC2=CC1)=O)CC3